ClC1=CC=C(C=C1)C=1C(OC(C1C(C1=CC=C(C=C1)C)=O)N(C)C)=O 3-(4-chlorophenyl)-5-(dimethylamino)-4-(4-methylbenzoyl)furan-2(5h)-one